(3R)-1-methyl-3-(6-(2-methyl-2H-pyrazolo[3,4-b]pyridin-5-yl)thieno[2,3-b]pyridin-2-yl)-3-piperidinol CN1C[C@@](CCC1)(O)C1=CC=2C(=NC(=CC2)C2=CC=3C(N=C2)=NN(C3)C)S1